FC(C(=O)O)(F)F.CN1CCC2(CN(C2)C=2N=NC(=CN2)C2=C(C=C(C=C2)C2=NN(N=C2)C)O)CC1 2-[3-(7-methyl-2,7-diazaspiro[3.5]non-2-yl)-1,2,4-triazin-6-yl]-5-(2-methyl-2H-1,2,3-triazol-4-yl)phenol trifluoroacetate salt